C(C)SC1=NSC(=N1)SC 3-ethylthio-5-methylthio-1,2,4-thiadiazole